FC1CC(C1)C1=NC(=NO1)NCC1=C(N=NN1C)C1=CC=C(C(=N1)C)O[C@@H]1C[C@H](CCC1)C(=O)O (1S,3S)-3-((6-(5-(((5-(3-Fluorocyclobutyl)-1,2,4-oxadiazol-3-yl)amino)methyl)-1-methyl-1H-1,2,3-triazol-4-yl)-2-methylpyridin-3-yl)oxy)cyclohexane-1-carboxylic acid